2,4,6-trichloroquinoline ClC1=NC2=CC=C(C=C2C(=C1)Cl)Cl